C(#N)C=1C=C(C=CC1CN1C(=NC=C1)C)C1=C(SC(=C1)CC(C)C)S(=O)(=O)NC(OC)=O Methyl ((3-(3-cyano-4-((2-methyl-1H-imidazol-1-yl)methyl)phenyl)-5-isobutylthiophen-2-yl)sulfonyl)carbamate